2-(4-chlorophenyl)-N-propyl-benzotriazol-5-amine ClC1=CC=C(C=C1)N1N=C2C(=N1)C=CC(=C2)NCCC